5-(p-tolyl)-1H-imidazole-2-carboxylic acid C1(=CC=C(C=C1)C1=CN=C(N1)C(=O)O)C